6-(1-isopropyl-1H-pyrazol-3-yl)-N-(3-methoxyphenyl)-5-methyl-2-(1-methyl-1H-imidazol-2-yl)thieno[2,3-d]pyrimidin-4-amine C(C)(C)N1N=C(C=C1)C1=C(C2=C(N=C(N=C2NC2=CC(=CC=C2)OC)C=2N(C=CN2)C)S1)C